COC(=O)[C@@H]1N([C@@H](CC1)CCCO)C(=O)OC(C)(C)C (2r,5s)-5-(3-hydroxypropyl)pyrrolidine-1,2-dicarboxylic acid 1-(tert-butyl) 2-methyl ester